N1=CC=C2N1C=CC=C2 pyrazolo[1,5-a]Pyridin